5-bromo-N-[(3-chloro-2-pyridyl)methyl]-1,1-dioxo-4H-1,2,4-benzothiadiazin-3-amine BrC1=CC=CC2=C1NC(=NS2(=O)=O)NCC2=NC=CC=C2Cl